C(=O)(O)CC1=CC=C(C=C1)C1=CC(=C(C=C1)OCCCCCCCCC)CCCC(=O)O 4-(4'-(Carboxymethyl)-4-(nonyloxy)-[1,1'-biphenyl]-3-yl)Butanoic Acid